C(CCC)C1=C(C=C(C=C1C)C#C)C 2-butyl-5-ethynyl-1,3-dimethylbenzene